O1C(OCC1)C1CCN(CC1)C1=CC=CC=2N(C(N(C21)C)=O)C2C(NC(CC2)=O)=O 3-{4-[4-(1,3-dioxolan-2-yl)piperidin-1-yl]-3-methyl-2-oxo-1,3-benzodiazol-1-yl}piperidine-2,6-dione